FC1=C2CCN(C2=CC(=C1)NC(C1=C(C=C(C=C1)NS(=O)(=O)CCO)N1CCC2(CC2)CC1)=O)S(=O)(=O)C N-(4-fluoro-1-(methylsulfonyl)indolin-6-yl)-4-((2-hydroxyethyl)sulfonamido)-2-(6-azaspiro[2.5]octan-6-yl)benzamide